FC1=C(C=CC(=C1)O)CCC1CCN(CC1)C(=O)OC(C)(C)C tert-butyl 4-[2-(2-fluoro-4-hydroxy-phenyl)ethyl]piperidine-1-carboxylate